N-(5-(N-(2,6-dimethylphenyl)sulfamoyl)-6-methoxypyridin-3-yl)-1-methyl-1H-pyrrolo[2,3-b]pyridine-3-carboxamide CC1=C(C(=CC=C1)C)NS(=O)(=O)C=1C=C(C=NC1OC)NC(=O)C1=CN(C2=NC=CC=C21)C